2,4,6-trimethoxytrimethylbenzene COC1=C(C(=C(C(=C1C)OC)C)OC)C